C(N)(=O)C1=C(C2=C(C(=N1)C=1C=C3CCN(CC3=CC1)C(=O)OC(C)(C)C)C=CS2)C2=C(C=C(C=C2)F)OCCOC tert-butyl 6-[6-carbamoyl-7-[4-fluoro-2-(2-methoxyethoxy)phenyl]thieno[3,2-c]pyridin-4-yl]-3,4-dihydro-1H-isoquinoline-2-carboxylate